FC1=C(C(=O)OC)C=C(C(=C1)C(F)(F)F)[N+](=O)[O-] methyl 2-fluoro-5-nitro-4-(trifluoromethyl)benzoate